2-((2-(((1s,4s)-4-((7-Morpholino-1,6-naphthyridin-5-yl)oxy)cyclohexyl)amino)pyrimidin-5-yl)oxy)acetamide O1CCN(CC1)C1=NC(=C2C=CC=NC2=C1)OC1CCC(CC1)NC1=NC=C(C=N1)OCC(=O)N